COC1=C(C=CC=C1)[P+](C1=CC=CC=C1)(C1=CC=CC=C1)C1=CC=CC=C1 methoxyphenyl-triphenyl-phosphonium